5-((4-bromobenzyl)oxy)-4-oxo-4H-chromene-2-carboxylic Acid BrC1=CC=C(COC2=C3C(C=C(OC3=CC=C2)C(=O)O)=O)C=C1